CC(CCO)(CC)C 3,3-dimethylpentan-1-ol